C(CCCCCCCC)OC1=CC=C2C(C=COC2=C1)=O 7-nonyloxychromone